2-acetyl-6-(1-(2,6-diethyl-4-methyl-anilino)ethyl)pyridine lithium 2-trifluoromethyl-4,5-dicyano-imidazolate lithium [Li+].FC(C=1[N-]C(=C(N1)C#N)C#N)(F)F.[Li+].C(C)(=O)C1=NC(=CC=C1)C(C)NC1=C(C=C(C=C1CC)C)CC.FC(F)(F)C=1[N-]C(=C(N1)C#N)C#N